CNCCC[Si](OC)(OC)C γ-(N-methylamino)propylmethyldimethoxysilane